ethyl 4-((6-((5-fluoro-4-(7-fluoro-3-isopropyl-2-methyl-2H-indazol-5-yl)pyrimidin-2-yl)amino)pyridin-3-yl)methyl)piperazine-1-carboxylate FC=1C(=NC(=NC1)NC1=CC=C(C=N1)CN1CCN(CC1)C(=O)OCC)C1=CC2=C(N(N=C2C(=C1)F)C)C(C)C